propargyl-glycin C(C#C)NCC(=O)O